6-(2-methylphenyl)hept-6-enenitrile CC1=C(C=CC=C1)C(CCCCC#N)=C